C(C(C)C)C1=CC=C(C=C1)C=1C=C2CC(C(C2=CC1OC)NC(O[C@@H]1CN2CCC1CC2)=O)(C)C (S)-quinuclidin-3-yl (5-(4-isobutylphenyl)-6-methoxy-2,2-dimethyl-2,3-dihydro-1H-inden-1-yl)carbamat